O1C(COCC1)COC1=NC(N2C(C3=CC=C(C=C3CC2)C=2C=C(C(=O)N)C=C(C2)F)=C1)=O 3-[2-([1,4]Dioxan-2-ylmethoxy)-4-oxo-6,7-dihydro-4H-pyrimido[6,1-a]isoquinolin-9-yl]-5-fluoro-benzamide